N-tert-butylmethacrylamide CC(=C)C(=O)NC(C)(C)C